N(=C=O)CCCC1(C2C(CC(C1)C2)CN=C=O)CN=C=O 2-(3-isocyanatopropyl)-2,6-di(Isocyanatomethyl)-bicyclo(2.2.1)heptane